N-(1'-(2-(1,1-difluoroethyl)-6-((1-methyl-1H-pyrazol-3-yl)oxy)pyrimidin-4-yl)-1',2'-dihydrospiro[cyclopropane-1,3'-pyrrolo[3,2-c]pyridin]-6'-yl)acetamide FC(C)(F)C1=NC(=CC(=N1)N1CC2(C=3C=NC(=CC31)NC(C)=O)CC2)OC2=NN(C=C2)C